OC1=C(C=CC(=C1)C)SCCC(=O)OC[C@@H](CCCC)CC |r| (RS)-2-ethylhexyl 3-((2-hydroxy-4-methylphenyl)thio)propanoate